1,1,1-trifluoro-2-methylpropan-2-yl (4-(4-((2-cyanopropan-2-yl)oxy)phenyl)pyridin-2-yl)((4-(5-(1,1-difluoroethyl)pyridin-2-yl)bicyclo[2.2.2]octan-1-yl)methyl)carbamate C(#N)C(C)(C)OC1=CC=C(C=C1)C1=CC(=NC=C1)N(C(OC(C(F)(F)F)(C)C)=O)CC12CCC(CC1)(CC2)C2=NC=C(C=C2)C(C)(F)F